2-amino-4-bromo-5-chlorobenzoic acid-13C NC1=C([13C](=O)O)C=C(C(=C1)Br)Cl